C(C)(C)(C)OC(=O)N1CC(CC1)O 3-hydroxypyrrolidine-1-carboxylic acid (R)-tert-butyl ester